CC1(CNCCCC1)O 3-methyl-hexahydroazepin-3-ol